4-(((2-(6-((3r,5r)-3-amino-5-fluoropiperidine-1-carbonyl)-4-methoxy-3-methylpyrazolo[1,5-a]pyridin-2-yl)-1-(cyclopropylmethyl)-1H-pyrrolo[2,3-c]pyridin-7-yl)oxy)methyl)pyrrolidin-2-one N[C@H]1CN(C[C@@H](C1)F)C(=O)C=1C=C(C=2N(C1)N=C(C2C)C2=CC=1C(=C(N=CC1)OCC1CC(NC1)=O)N2CC2CC2)OC